2-[3-(1-ethoxyvinyl)pyrazin-2-yl]-4-methyl-1,2,4-triazol-3-one C(C)OC(=C)C=1C(=NC=CN1)N1N=CN(C1=O)C